diamino-bis(trifluoromethyl)biphenyl NC=1C(=C(C=CC1C(F)(F)F)C1=CC=C(C=C1)C(F)(F)F)N